N1(CCC1)C(=O)C1=NC=C(C=N1)C(=O)NC=1C(=NC=CC1C1=C(C=CC(=C1)F)F)C1CCC(CC1)(F)F 2-(azetidine-1-carbonyl)-N-(2-(4,4-difluorocyclohexyl)-4-(2,5-difluorophenyl)pyridin-3-yl)pyrimidine-5-carboxamide